L-3-hydroxybutyric acid sodium salt [Na+].OC(CC(=O)[O-])C